COC1=NC=CC2=C1COC21CNCCC1 4-methoxy-3H-spiro[furo[3,4-c]pyridin-1,3'-piperidine]